C1ON(C(C)(CC2=CC=CC=C2)OC1)CCC ethylenedioxy-N-propyl-amphetamine